C(C1=CC=CC=C1)(=O)C=1C=CC(=C(C(=O)N)C1)N1C[C@H](CC1)OC1=NC=C(C=C1)C(F)(F)F (S)-5-benzoyl-2-(3-(5-(trifluoromethyl)pyridin-2-yloxy)pyrrolidin-1-yl)benzamide